Methyl (S,E)-2-(2-chlorophenyl)-2-(2-acetoxy-6,7-dihydrothieno[3,2-c]pyridin-5(4H)-yl)-acetate hydrochloride Cl.ClC1=C(C=CC=C1)[C@@H](C(=O)OC)N1CC2=C(CC1)SC(=C2)OC(C)=O